OC=1C(=NC=C(C1)C(F)(F)F)[N+](=O)[O-] 3-hydroxy-2-nitro-5-trifluoromethylpyridine